C(C)(C)C1=C(NC2=CC=C(C=C12)C1CCNCC1)C=1C=CC=2N(C1)C(=NN2)COC 6-(3-isopropyl-5-(piperidin-4-yl)-1H-indol-2-yl)-3-(methoxymethyl)-[1,2,4]triazolo[4,3-a]pyridine